C(CCCCCCC)C(CC1CCCC1)CCCCCCCCCC 2-octyl-dodecyl-cyclopentane